COC=1C(=NC=C(N1)C(F)(F)F)C(=O)O 3-methoxy-5-(trifluoromethyl)pyrazine-2-carboxylic acid